8-chloro-N-[1-(2-pyrimidin-2-yl-1,2,4-triazol-3-yl)ethyl]-6-(trifluoromethyl)-[1,2,4]triazolo[4,3-a]pyridin-3-amine ClC=1C=2N(C=C(C1)C(F)(F)F)C(=NN2)NC(C)C=2N(N=CN2)C2=NC=CC=N2